ClC1=CC=C(C=C1)[C@H](C)NC(CN1N=CC2=C(C1=O)N(C=C2)C)=O (S)-N-(1-(4-chlorophenyl)ethyl)-2-(1-methyl-7-oxo-1,7-dihydro-6H-pyrrolo[2,3-d]pyridazin-6-yl)acetamide